N-((2r,4S,5r)-5-amino-2-((S)-1-(4-fluorophenyl)-1,2,3,4-tetrahydroisoquinoline-2-carbonyl)tetrahydro-2H-pyran-4-yl)-4-methylbenzenesulfonamide N[C@@H]1[C@H](C[C@@H](OC1)C(=O)N1[C@H](C2=CC=CC=C2CC1)C1=CC=C(C=C1)F)NS(=O)(=O)C1=CC=C(C=C1)C